FC(C)(F)C1=NC(=CC(=N1)N1CC2(C=3C=NC(=CC31)NC(C)=O)CC2)OC N-(1'-(2-(1,1-difluoroethyl)-6-methoxypyrimidin-4-yl)-1',2'-dihydrospiro[cyclopropane-1,3'-pyrrolo[3,2-c]pyridin]-6'-yl)acetamide